CN1C(=NN=C1)CC1(COC1)C1=CC(=NC(=C1)NCCS)N1C(C2=CC(=CC(=C2C1)C(F)(F)F)CN1C[C@H](CCC1)C)=O 2-(4-{3-[(4-methyl-1,2,4-triazol-3-yl)methyl]oxetan-3-yl}-6-[(2-sulfanylethyl)amino]pyridin-2-yl)-6-{[(3S)-3-methylpiperidin-1-yl]methyl}-4-(trifluoromethyl)-3H-isoindol-1-one